(9H-purin-6-yl)-3,4-dihydro-2H-1,4-thiazine-6-carboxamide N1=CN=C2NC=NC2=C1C1SC(=CNC1)C(=O)N